CN(CCN1CCN(CC1)C1CCN(CC1)C1=C(C=C(C(=C1)OC)NC1=NC=NC(=C1)N1OCC[C@@H]1C1=CC=CC=C1)NC(C=C)=O)C N-(2-(4-(4-(2-(dimethylamino)ethyl)piperazine-1-yl)piperidine-1-yl)-4-methoxy-5-((6-((R)-3-phenylisoxazolidine-2-yl)pyrimidine-4-yl)amino)phenyl)acrylamide